C(C)(C)(C)OC(NC1CN(CC1CF)C1=CC2=C(C[C@H](CO2)N)C=C1)=O N-[1-[(3R)-3-amino-3,4-dihydro-2H-1-benzopyran-7-yl]-4-(fluoromethyl)pyrrolidin-3-yl]carbamic acid tert-butyl ester